4-((5-(2-(2-aminopyridin-3-yl)-5-phenyl-3H-imidazo[4,5-b]pyridin-3-yl)-6-methylpyridin-2-yl)carbamoyl)cyclohexane-1-carboxylic acid NC1=NC=CC=C1C1=NC=2C(=NC(=CC2)C2=CC=CC=C2)N1C=1C=CC(=NC1C)NC(=O)C1CCC(CC1)C(=O)O